C(CC)[Mg]Br propyl-magnesium bromide